NC1=NC(N(C=C1F)[C@@H]1O[C@@]([C@H]([C@@H]1F)O)(CO)CCl)=O 4-amino-1-[(2R,3S,4R,5R)-5-(chloromethyl)-3-fluoro-4-hydroxy-5-(hydroxymethyl)oxolan-2-yl]-5-fluoropyrimidin-2-one